N-[1-[1-[2-[1-(4-Fluoro-2-methylphenyl)-4-piperidyl]ethyl]-4,5,6,7-tetrahydroindazol-3-carbonyl]-4-piperidyl]acetamid FC1=CC(=C(C=C1)N1CCC(CC1)CCN1N=C(C=2CCCCC12)C(=O)N1CCC(CC1)NC(C)=O)C